6-(3-amino-2,6-difluorophenyl)imidazo[1,5-a]pyrazine-1-carbonitrile NC=1C(=C(C(=CC1)F)C=1N=CC=2N(C1)C=NC2C#N)F